ClC1=C(C(=C(N=N1)N[C@H]1CN(CCC1)C(=O)OC(C)(C)C)C)C tert-butyl (3R)-3-[(6-chloro-4,5-dimethylpyridazin-3-yl)amino]piperidine-1-carboxylate